2-amino-N-(1-ethyl-4,5,6,7-tetrahydroindazol-4-yl)-3-methyl-N-[[5-(trifluoromethyl)-2-pyridyl]methyl]quinoline-6-carboxamide NC1=NC2=CC=C(C=C2C=C1C)C(=O)N(CC1=NC=C(C=C1)C(F)(F)F)C1C=2C=NN(C2CCC1)CC